C(C)OC1=CN=CC(=N1)C=1C=CC(=NC1)CNC1(CC1)C1=NC(=NC=C1)NS(=O)(=O)C1CC1 N-(4-(1-(((5-(6-ethoxypyrazin-2-yl)pyridin-2-yl)methyl)amino)cyclopropyl)pyrimidin-2-yl)cyclopropanesulfonamide